nickel (octanoate) C(CCCCCCC)(=O)[O-].[Ni+2].C(CCCCCCC)(=O)[O-]